(S)-5-fluoro-N'-((1,2,3,5,6,7-hexahydro-s-indacen-4-yl)carbamoyl)-2-isopropylpyridine-4-sulfonimidamide FC=1C(=CC(=NC1)C(C)C)[S@](=O)(N)=NC(NC1=C2CCCC2=CC=2CCCC12)=O